OCC12CC(P(C(C1)=O)(C(C2)=O)=O)=O 4-hydroxymethyl-2,6,7-trioxo-1-phosphabicyclo[2.2.2]octane 1-oxide